Tungsten-titanium [Ti].[W]